C1(=CC=CC=C1)[C@H]1N(OCC1)S(=O)(=O)CC1=CC=C(C=C1)C(F)(F)F (S)-3-phenyl-2-((4-(trifluoromethyl)benzyl)sulfonyl)isoxazolidine